1-[3-[3-(2-Hydroxyphenyl)-7H-pyrrolo[2,3-c]pyridazin-6-yl]-1-azetidinyl]-2-propen-1-one OC1=C(C=CC=C1)C1=CC2=C(N=N1)NC(=C2)C2CN(C2)C(C=C)=O